methyl 2-amino-4-[ethoxy(propyl)carbamoyl]-3H-1-benzazepine-8-carboxylate NC1=NC2=C(C=C(C1)C(N(CCC)OCC)=O)C=CC(=C2)C(=O)OC